3-(Benzo[d][1,3]dioxol-5-yloxy)-2-hydroxypropyl (2E,4E,6E,8E)-3,7-dimethyl-9-(2,6,6-trimethylcyclohex-1-en-1-yl)nona-2,4,6,8-tetraenoate C\C(=C/C(=O)OCC(COC1=CC2=C(OCO2)C=C1)O)\C=C\C=C(\C=C\C1=C(CCCC1(C)C)C)/C